C(CCCCCCCCCCCCCCCCC)(=O)N(CCS(=O)(=O)O)C.[Na] Sodium stearoyl-methyltaurin